ClC1=C(C=C2C(=NNC2=C1)CCCC(=O)O)C1=CC=C(C=C1)C1=C(C=CC=C1C)O 4-(6-chloro-5-(2'-hydroxy-6'-methyl-[1,1'-biphenyl]-4-yl)-1H-indazol-3-yl)butanoic acid